4-(((tetrahydro-2H-pyran-4-yl)methyl)amino)-3-((trifluoromethyl)sulfonyl)benzensulfonamide O1CCC(CC1)CNC1=C(C=C(C=C1)S(=O)(=O)N)S(=O)(=O)C(F)(F)F